4-[(3,4-difluorophenyl)sulfonyl]benzoic acid FC=1C=C(C=CC1F)S(=O)(=O)C1=CC=C(C(=O)O)C=C1